1-(aminomethyl)cyclohexane-1-ol NCC1(CCCCC1)O